(R)-5-(8-Methoxy-[1,2,4]triazolo[1,5-a]pyridin-6-yl)-1-(1-(oxetan-3-yl)piperidin-3-yl)-6-(trifluoromethyl)-1,3-dihydro-2H-benzo[d]imidazol-2-on COC=1C=2N(C=C(C1)C1=CC3=C(N(C(N3)=O)[C@H]3CN(CCC3)C3COC3)C=C1C(F)(F)F)N=CN2